C1(CCCC1)NC=1C2=C(N=C(N1)NC1=C(C=C(C=C1)C1=CN=CN1C)OC)NC=C2C#N 4-(cyclopentylamino)-2-((2-methoxy-4-(1-methyl-1H-imidazol-5-yl)phenyl)amino)-7H-pyrrolo[2,3-d]pyrimidine-5-carbonitrile